2-(4-methylcyclohexyl)-2-(3,3-diphenylpropyl)-1,3-dimethoxypropane CC1CCC(CC1)C(COC)(COC)CCC(C1=CC=CC=C1)C1=CC=CC=C1